NC1=C(C(=NC=N1)N1CC(C(CC1)C)N1C(C(CCC1)NC1=CC(=CC(=C1)Cl)Cl)=O)F Trans-1'-(6-amino-5-fluoropyrimidin-4-yl)-3-(3,5-dichlorophenylamino)-4'-methyl-1,3'-bipiperidin-2-one